ClC1=NC(=NC(=N1)C1=C(C=C(C=C1C)C)C)C1=C(C=C(C=C1C)C)C 2-Chloro-4,6-dimesityl-1,3,5-triazine